ClC=1C=C(C(=O)NC2CCN(CC2)C)C=CN1 2-chloro-N-(1-methylpiperidin-4-yl)isonicotinamide